5-(2-((2-isopropylquinazolin-4-yl)thio)acetyl)thiophen C(C)(C)C1=NC2=CC=CC=C2C(=N1)SCC(=O)C1=CC=CS1